(2-(1-(4-chlorophenyl)-2,5-dimethyl-1H-pyrrole-3-carbonyl)-5-(pyrrolidin-1-yl)phenyl)-2-cyanoaminoacetamide ClC1=CC=C(C=C1)N1C(=C(C=C1C)C(=O)C1=C(C=C(C=C1)N1CCCC1)C(C(=O)N)NC#N)C